3-(4-Hydroxy-3-methoxy-phenyl)prop-2-enoic acid OC1=C(C=C(C=C1)C=CC(=O)O)OC